((4aR,9aS)-2,3,4,4a,9,9a-hexahydro-1H-indeno[2,1-b]pyridin-6-yl)methanamine N1[C@@H]2[C@H](CCC1)C=1C=C(C=CC1C2)CN